ClC=CCON=C(CC)C=1C(CC(CC1O)CC(C)SCC)=O 2-[1-(3-Chloroallyloxyimino)propyl]-5-[2-(ethylthio)propyl]-3-hydroxycyclohexa-2-enone